COC1(CCN(CC1)C(=O)OC(C)(C)C)C1=CC=C(C=C1)C(=O)N1CC2CN(CC2C1)C1=CC=C(C=C1)C(F)(F)F tert-butyl 4-methoxy-4-(4-(5-(4-(trifluoromethyl)phenyl) octahydropyrrolo[3,4-c]pyrrole-2-carbonyl)phenyl)piperidine-1-carboxylate